N-(2-(1-acryloylazetidin-3-yl)-5-(3-hydroxynaphthalen-1-yl)-3a,7a-dihydrobenzofuran-3-yl)acetamide C(C=C)(=O)N1CC(C1)C=1OC2C(C1NC(C)=O)C=C(C=C2)C2=CC(=CC1=CC=CC=C21)O